5-fluoro-4-(5-fluoro-1,1-dimethyl-2,3-dihydro-1H-benzo[d]pyrrolo[1,2-a]imidazol-7-yl)-N-(5-((hexahydropyrrolo[3,4-c]pyrrol-2(1H)-yl)methyl)pyridin-2-yl)pyrimidin-2-amine FC=1C(=NC(=NC1)NC1=NC=C(C=C1)CN1CC2CNCC2C1)C1=CC2=C(N=C3N2C(CC3)(C)C)C(=C1)F